C1(CC1)N1[C@H]([C@H](CC1)NS(=O)(=O)C1=CC=C(C=C1)OC(F)(F)F)C1=CC(=C(C=C1)F)F N-((2S,3S)-1-cyclopropyl-2-(3,4-difluorophenyl)pyrrolidin-3-yl)-4-(trifluoromethoxy)benzenesulfonamide